S1NC=CN1B1OC(C)(C)C(C)(C)O1 [1,2,5]Thiadiazol-5-ylboronic acid pinacol ester